2-(pyridin-2-ylmethyl)cyclohexanol 2-oxoethyl-glycinate O=CCNCC(=O)OC1C(CCCC1)CC1=NC=CC=C1